[OH-].C[N+](CC)(CC)CC methyltriethylammonium hydroxide